C(#N)C[C@@H]1N(CCN(C1)C1=NC(=NN2C1=NC=C2CC2=CC1=CC=CC=C1C=C2)OC[C@H]2N(CCC2)C)C(=O)OCC2=CC=CC=C2 benzyl (S)-2-(cyanomethyl)-4-(2-(((S)-1-methylpyrrolidin-2-yl)methoxy)-7-(naphthalen-2-ylmethyl)imidazo[2,1-f][1,2,4]triazin-4-yl)piperazine-1-carboxylate